2-benzyl 1-tert-butyl (4R)-4-[tert-butoxycarbonyl(methyl)amino]-2-[4-(4,4,5,5-tetramethyl-1,3,2-dioxaborolan-2-yl) butyl]pyrrolidine-1,2-dicarboxylate C(C)(C)(C)OC(=O)N([C@@H]1CC(N(C1)C(=O)OC(C)(C)C)(C(=O)OCC1=CC=CC=C1)CCCCB1OC(C(O1)(C)C)(C)C)C